5-chloro-2-(4-{[4,4-dimethyloxolan-3-yl]amino}pyrido[3,4-d]pyridazin-1-yl)phenol ClC=1C=CC(=C(C1)O)C1=C2C(=C(N=N1)NC1COCC1(C)C)C=NC=C2